2-methyl-3-((R)-1-((6-(1-methylcyclopropyl)-1-((R)-2-methylpyrrolidin-1-yl)-7-oxo-6,7-dihydropyrido[3,4-d]pyridazin-4-yl)amino)ethyl)benzonitrile CC1=C(C#N)C=CC=C1[C@@H](C)NC1=NN=C(C=2C1=CN(C(C2)=O)C2(CC2)C)N2[C@@H](CCC2)C